5'-(2-((1-Acetylpiperidin-4-yl)amino)-1-phenylethyl)-2'-chloro-6-fluoro-5-(2-methoxyethoxy)-[1,1'-biphenyl]-2-carboxamide trifluoroacetate FC(C(=O)O)(F)F.C(C)(=O)N1CCC(CC1)NCC(C1=CC=CC=C1)C=1C=CC(=C(C1)C=1C(=CC=C(C1F)OCCOC)C(=O)N)Cl